O1CC(CC1)C=1N=C2C(=NC1)N=C(S2)N 6-(tetrahydrofuran-3-yl)thiazolo[4,5-b]pyrazin-2-amine